Pyrrolo[2,3-d]pyrimidine-6-thione N1=CN=CC=2C1=NC(C2)=S